C(C)(C)(C)OC(=O)N1C(CCCC1)N1N=CC(=C1)NC1=NC=C(C(=N1)C1=CC=C(C=C1)C(=O)N1CC(C1)C#N)C (4-((4-(4-(3-cyanoazetidine-1-carbonyl)phenyl)-5-methylpyrimidin-2-yl)amino)-1H-pyrazol-1-yl)piperidine-1-carboxylic acid tert-butyl ester